7,8,4-trihydroxyflavone C1=CC(=CC=C1C2=CC(=O)C3=C(O2)C(=C(C=C3)O)O)O